4-(3-Methyl-1-(trifluoromethyl)-1H-pyrazol-4-yl)-6-(3-(methylamino)azetidin-1-yl)pyrimidin-2-amine CC1=NN(C=C1C1=NC(=NC(=C1)N1CC(C1)NC)N)C(F)(F)F